ClC1=C(C(=O)C=2C(CCCC2O)=O)C=CC(=C1COC1=CC(=NN1C)C)S(=O)(=O)C 2-(2-chloro-3-(1,3-dimethyl-1H-pyrazol-5-oxy)methyl-4-methanesulfonylbenzoyl)-3-hydroxycyclohex-2-enone